N-((1,2,3,5,6,7-Hexahydro-s-indacen-4-yl)carbamoyl)-2-(pyrrolidin-1-yl)ethane-1-sulfonamide, Potassium Salt [K].C1CCC2=C(C=3CCCC3C=C12)NC(=O)NS(=O)(=O)CCN1CCCC1